4-(4-fluorophenyl)-3-isopropyl-7-methoxy-2H-isoquinolin-1-one FC1=CC=C(C=C1)C1=C(NC(C2=CC(=CC=C12)OC)=O)C(C)C